4-fluoro-1-[2-(2-oxopyrrolidin-1-yl)acetyl]-N-{phenyl-[4-(prop-2-yl)phenyl]methyl}pyrrolidine-2-carboxamide FC1CC(N(C1)C(CN1C(CCC1)=O)=O)C(=O)NC(C1=CC=C(C=C1)C(C)C)C1=CC=CC=C1